NC=1C(=C(C(=O)O)C=CC1O)O 3-amino-2,4-dihydroxybenzoic acid